tert-Butyl (S)-5-(4-(1-(2-(diisopropylcarbamoyl)-4-fluorophenyl)-2-methyl-1H-pyrrolo[2,3-c]pyridine-3-carbonyl)piperidine-1-carbonyl)-2,2-dimethylpyrrolidine-1-carboxylate C(C)(C)N(C(=O)C1=C(C=CC(=C1)F)N1C(=C(C=2C1=CN=CC2)C(=O)C2CCN(CC2)C(=O)[C@@H]2CCC(N2C(=O)OC(C)(C)C)(C)C)C)C(C)C